NC1=NC=NN2C1=C(C=C2C=2C=CC(=C(C(=O)N[C@@H]1CN(C[C@@H]1F)C(=O)C1=NC=CC(=C1)C(F)(F)F)C2)Cl)C(F)(F)F 5-[4-amino-5-(trifluoromethyl)pyrrolo[2,1-f][1,2,4]triazin-7-yl]-2-chloro-N-[(3R,4S)-4-fluoro-1-[4-(trifluoromethyl)pyridine-2-carbonyl]pyrrolidin-3-yl]benzamide